C(#N)C=1C=NN2C1C(=CC(=C2)OCC(C)(C)O)C=2C=CC(=NC2)N2CCC(CC2)(C)NC(=O)C2=NN(C=C2)C N-(1-(5-(3-cyano-6-(2-hydroxy-2-methylpropoxy)pyrazolo[1,5-a]pyridin-4-yl)pyridin-2-yl)-4-methylpiperidin-4-yl)-1-methyl-1H-pyrazole-3-carboxamide